3-[4-(benzyloxy)phenyl]-3-(propan-2-ylsulfanyl)oxetane C(C1=CC=CC=C1)OC1=CC=C(C=C1)C1(COC1)SC(C)C